2-[cyano-(2,6-difluoro-4-pyridyl)amino]-N-[(1R)-2,2-dimethylcyclobutyl]-5-methyl-thiazole-4-carboxamide C(#N)N(C=1SC(=C(N1)C(=O)N[C@H]1C(CC1)(C)C)C)C1=CC(=NC(=C1)F)F